N-(2-(difluoromethoxy)-6-methylpyridin-3-yl)-4-(2-isopropylphenyl)tetrahydro-2H-pyran-4-carboxamide FC(OC1=NC(=CC=C1NC(=O)C1(CCOCC1)C1=C(C=CC=C1)C(C)C)C)F